N-(5,6-difluoro-1H-indole-3-yl)-6-phenyl-3,4-dihydroisoquinoline-2(1H)-carboxamide FC=1C=C2C(=CNC2=CC1F)NC(=O)N1CC2=CC=C(C=C2CC1)C1=CC=CC=C1